bis(dibutylamino)ethyl-(4-isopropenylphenyl)silane C(CCC)N(CCCC)C(C[SiH2]C1=CC=C(C=C1)C(=C)C)N(CCCC)CCCC